C1(CC1)C[C@H](C(=O)O)O (R)-3-cyclopropyl-2-hydroxypropanoic acid